N1CCC2(CC1)COC1=C2C=C(C=C1)CNC([O-])=O ((2H-spiro[benzofuran-3,4'-piperidin]-5-yl)methyl)carbamate